N-(2-(4-benzylpiperidin-1-yl)ethyl)naphthalen-1-sulfonamide C(C1=CC=CC=C1)C1CCN(CC1)CCNS(=O)(=O)C1=CC=CC2=CC=CC=C12